N-undecyl-N'-dodecylurea C(CCCCCCCCCC)NC(=O)NCCCCCCCCCCCC